deuteromethoxydeuteromethylamine hydrochloride Cl.[2H]CONC[2H]